ethyl 2-((4-cyano-2,6-difluorophenethyl)amino)-2-phenylacetate C(#N)C1=CC(=C(CCNC(C(=O)OCC)C2=CC=CC=C2)C(=C1)F)F